(12aR)-10-chloro-8-fluoro-9-(5-methyl-1H-benzimidazol-4-yl)-1,2,3,4,12,12a-hexahydro-6H-pyrazino[2,1-c][1,4]benzoxazepine ClC1=C(C(=CC=2CN3[C@@H](COC21)CNCC3)F)C3=C(C=CC=2NC=NC23)C